FC1=C(CNC(C(C)C)=O)C=CC(=C1C=1NC(C=C(N1)C1=NC=C(C=C1)C(F)(F)F)=O)F N-(2,4-difluoro-3-{6-oxo-4-[5-(trifluoromethyl)pyridin-2-yl]-1,6-dihydropyrimidin-2-yl}benzyl)isobutyramide